triethylsilane tetra(perfluoronaphthyl)borate FC1=C(C2=C(C(=C(C(=C2C(=C1F)F)F)F)F)F)[B-](C1=C(C(=C(C2=C(C(=C(C(=C12)F)F)F)F)F)F)F)(C1=C(C(=C(C2=C(C(=C(C(=C12)F)F)F)F)F)F)F)C1=C(C(=C(C2=C(C(=C(C(=C12)F)F)F)F)F)F)F.C(C)[SiH](CC)CC